2,3-difluoroanisole FC1=C(C=CC=C1F)OC